4-((2S,5R)-2,5-dimethyl-4-((R)-2-methyl-1-(4-(trifluoromethoxy)phenyl)propyl)piperazin-1-yl)-2-methyl-1-(((S)-tetrahydrofuran-2-yl)methyl)-1H-[1,2,4]triazolo[3,4-b]purine C[C@@H]1N(C[C@H](N(C1)[C@H](C(C)C)C1=CC=C(C=C1)OC(F)(F)F)C)C=1C=2N=C(N(C2N2C(N1)=NN=C2)C[C@H]2OCCC2)C